benzo[d][1,3]oxazine-2,4(1H)-dione N1C(OC(C2=C1C=CC=C2)=O)=O